2-(3-chloro-4-fluorophenyl)-N-{[(4R)-4-cyclopropyl-2,5-dioxoimidazolidin-4-yl]methyl}-2H-1,2,3-triazole-4-carboxamide ClC=1C=C(C=CC1F)N1N=CC(=N1)C(=O)NC[C@]1(NC(NC1=O)=O)C1CC1